tert-butyl 4-[2-[4-[3-(3-amino-6-chloro-pyridazin-4-yl)oxy-1-piperidyl]phenoxy]ethyl]piperazine-1-carboxylate NC=1N=NC(=CC1OC1CN(CCC1)C1=CC=C(OCCN2CCN(CC2)C(=O)OC(C)(C)C)C=C1)Cl